tert-butyl 7-(2-chloro-6-((1-(methoxycarbonyl)-1,2,3,4-tetrahydronaphthalen-1-yl) methyl)-5-nitropyrimidin-4-yl)-2,7-diazaspiro[3.5]nonane-2-carboxylate ClC1=NC(=C(C(=N1)N1CCC2(CN(C2)C(=O)OC(C)(C)C)CC1)[N+](=O)[O-])CC1(CCCC2=CC=CC=C12)C(=O)OC